Racemic-1-(1-cyclopropylazetidin-3-yl)-3-(isoquinolin-4-yl)-2-oxoimidazoline-4-carbonitrile C1(CC1)N1CC(C1)N1C(N([C@H](C1)C#N)C1=CN=CC2=CC=CC=C12)=O |r|